N-(6-(1-((4-chlorophenyl)amino)-1-oxopropan-2-yl)spiro[3.3]heptan-2-yl)benzamide ClC1=CC=C(C=C1)NC(C(C)C1CC2(CC(C2)NC(C2=CC=CC=C2)=O)C1)=O